COC1=CC=2N(C=C1C(=O)NC1=NC=CC=C1)C=C(N2)C21COC(C2)(C1)C 7-Methoxy-2-(1-methyl-2-oxabicyclo[2.1.1]hexan-4-yl)-N-(2-pyridyl)imidazo[1,2-a]pyridine-6-carboxamide